OC=1C=C(C2=C(OC(OC2=O)(C(=O)O)C)C1C1C=C(CCC1C(=C)C)C)CCCCC 7-hydroxy-2-methyl-8-(3-methyl-6-(prop-1-en-2-yl)cyclohex-2-en-1-yl)-4-oxo-5-pentyl-4H-benzo[d][1,3]dioxine-2-carboxylic acid